NC1=C(C(=NC=N1)C=1C=NN(C1)C(C#N)=CC1CCCC1)CC(OC)OC (4-(6-amino-5-(2,2-dimethoxyethyl)pyrimidine-4-yl)-1H-pyrazol-1-yl)-3-cyclopentyl-acrylonitrile